C(C)(=O)C=1N=C(C=C2C1OC(=C(C2=O)C2CC2)SCC)C 8-acetyl-3-cyclopropyl-2-(ethylsulfanyl)-6-methyl-4H-pyrano[2,3-c]pyridin-4-one